Methyl 3-(1-(2-chlorobenzyl)piperidin-4-yl)-2-oxo-2,3-dihydro-1H-benzo[d]imidazole-5-carboxylate ClC1=C(CN2CCC(CC2)N2C(NC3=C2C=C(C=C3)C(=O)OC)=O)C=CC=C1